methyl (2S)-2-[[2-[(2S)-1-[(2,3-difluorophenyl)methyl]-5-oxopyrrolidin-2-yl]acetyl]amino]-3-(1H-imidazol-4-yl)propionate FC1=C(C=CC=C1F)CN1[C@@H](CCC1=O)CC(=O)N[C@H](C(=O)OC)CC=1N=CNC1